NC=1C(=NON1)C=1N(C2=C(C=NC(=C2)OC=2C=C(C=CC2)NC(C2=CC=C(C=C2)OCCN2CCOCC2)=O)N1)CC N-(3-{[2-(4-amino-1,2,5-oxadiazol-3-yl)-1-ethyl-1H-imidazo[4,5-c]pyridin-6-yl]oxy}phenyl)-4-{[2-(4-morpholinyl)ethyl]-oxy}benzamide